(S)-7-bromo-N-(2-(2-cyanopyrrolidin-1-yl)-2-oxoethyl)-quinoline-4-carboxamide BrC1=CC=C2C(=CC=NC2=C1)C(=O)NCC(=O)N1[C@@H](CCC1)C#N